4-Butylbenzoyltrichloromethane C(CCC)C1=CC=C(C(=O)C(Cl)(Cl)Cl)C=C1